4,4'-bis(tert-butyl)-2,2'-bipyridyl C(C)(C)(C)C1=CC(=NC=C1)C1=NC=CC(=C1)C(C)(C)C